7-(1-(5-(1,1,1-trifluoro-4-morpholinobutan-2-yl)pyridin-2-yl)-1H-pyrazol-4-yl)-3H-imidazo[4,5-b]pyridine FC(C(CCN1CCOCC1)C=1C=CC(=NC1)N1N=CC(=C1)C1=C2C(=NC=C1)NC=N2)(F)F